N-(1-(2H-tetrazol-5-yl)ethyl)-5-(4-(trifluoromethyl)phenoxy)-2-naphthamide N=1NN=NC1C(C)NC(=O)C1=CC2=CC=CC(=C2C=C1)OC1=CC=C(C=C1)C(F)(F)F